2-(2,6-dimethyl-4-pyridyl)-3-methyl-6-(6-piperazin-1-yl-3-pyridyl)-1H-pyrrolo[3,2-b]pyridine CC1=NC(=CC(=C1)C1=C(C2=NC=C(C=C2N1)C=1C=NC(=CC1)N1CCNCC1)C)C